4'-hydroxymethyl-2-cyanobiphenyl OCC1=CC=C(C=C1)C1=C(C=CC=C1)C#N